COC=1C=C(C=CC1)P(C1=CC(=CC=C1)OC)C1=CC(=CC=C1)OC tris(m-methoxy-phenyl)phosphine